N-ethyl-N-{2-[4-(5-fluoro-1H-indazol-1-yl)piperidin-1-yl]ethyl}-3-hydroxypropionamide C(C)N(C(CCO)=O)CCN1CCC(CC1)N1N=CC2=CC(=CC=C12)F